3-((6-(3-(Difluoromethyl)-1H-pyrazol-4-yl)-1-oxoisoquinolin-2(1H)-yl)methyl)-5-fluoro-N-((1-methylpiperidin-4-yl)methyl)benzamide FC(C1=NNC=C1C=1C=C2C=CN(C(C2=CC1)=O)CC=1C=C(C(=O)NCC2CCN(CC2)C)C=C(C1)F)F